4-methoxybenzyl (2S,3R)-3-({2-[(tert-butoxycarbonyl)(4-methoxybenzyl)amino]pyridin-4-yl}methyl)-4-oxo-1-{[(1S)-2,2,2-trifluoro-1-phenylethyl]carbamoyl}azetidine-2-carboxylate C(C)(C)(C)OC(=O)N(C1=NC=CC(=C1)C[C@@H]1[C@H](N(C1=O)C(N[C@H](C(F)(F)F)C1=CC=CC=C1)=O)C(=O)OCC1=CC=C(C=C1)OC)CC1=CC=C(C=C1)OC